ClC1=C2CC(CC2=CC=C1)N1CC=2NC(=NC2C1)C1=C(C=CC=C1)Cl 5-(4-chloro-2,3-dihydro-1H-inden-2-yl)-2-(2-chlorophenyl)-1,4,5,6-tetrahydropyrrolo[3,4-d]imidazole